S1C=CC=2CN(CCC21)C(=O)N2CCC(CC2)=C(C#N)C2=CC=C(C=C2)OC(F)(F)F 2-(1-(4,5,6,7-tetrahydrothieno[3,2-c]pyridine-5-carbonyl)piperidin-4-ylidene)-2-(4-(trifluoromethoxy)phenyl)acetonitrile